BrC1=C(C=CC=C1)NC1=NC(=NC=C1C(=O)N)NC1=C(C=C2CCN(CC2=C1)C(=O)C1CCC1)OC 4-[(2-bromophenyl)amino]-2-{[2-(cyclobutanecarbonyl)-6-methoxy-1,2,3,4-tetrahydroisoquinolin-7-yl]amino}pyrimidine-5-carboxamide